(3-{5-[(4-chloro-3-fluorophenoxy)methyl]-1,3,4-oxadiazol-2-yl}bicyclo[1.1.1]pentan-1-yl)acetamide ClC1=C(C=C(OCC2=NN=C(O2)C23CC(C2)(C3)CC(=O)N)C=C1)F